2-(2-methyl-1-p-toluenesulfonyl-1H-pyrrolo[3,2-c]pyridin-3-yl)ethane-1-amine CC1=C(C=2C=NC=CC2N1S(=O)(=O)C1=CC=C(C)C=C1)CCN